C(CCCCCCC\C=C/CCCCCCCC)(=O)OCC(COC(CCCCCCC\C=C/CCCCCCCC)=O)NC(CCC(=O)N1C2=C(C#CC3=C(C1)C=CC=C3)C=CC=C2)=O 2-(4-(11,12-didehydro-5,6-dihydrodibenz[b,f]azocin-5-yl)-4-oxobutanamido)-propane-1,3-diyl dioleate